(1R,2R)-N-[7-methyl-6-[4-((S)-3-methyltetrahydrofuran-3-yl)piperazin-4-ium-1-yl]-3-isoquinolinyl]-2-(2-pyridinyl)cyclopropanecarboxamide CC1=C(C=C2C=C(N=CC2=C1)NC(=O)[C@H]1[C@@H](C1)C1=NC=CC=C1)N1CC[NH+](CC1)[C@@]1(COCC1)C